N-[5-bromo-4-(difluoromethoxy)-6-methoxy-pyrimidin-2-yl]-6-chloro-1H-indole BrC=1C(=NC(=NC1OC)N1C=CC2=CC=C(C=C12)Cl)OC(F)F